C(C)(C)(C)C1=CC2=C(C3=CC=CC=C3C(=C2C=C1)C1=CC=CC2=CC=CC=C12)C1=CC=CC2=CC=CC=C12 2-tert-butyl-9,10-bis(1-naphthyl)anthracene